COC(=O)C=1C=C(C=CC1)C1(CC1)N(C(=O)C=1C=NN2C1CN(CC2)C(=O)OC(C)(C)C)C tert-butyl 3-(1-[3-(methoxycarbonyl)phenyl]cyclopropyl(methyl)carbamoyl)-4H,5H,6H,7H-pyrazolo[1,5-a]pyrazine-5-carboxylate